methyl (difluoromethyl) sulfate S(=O)(=O)(OC)OC(F)F